4-benzoyl-3-hydroxyphenyl 4-(2,5-dihydro-2,5-dioxo-1H-pyrrol-1-yl)benzoate O=C1N(C(C=C1)=O)C1=CC=C(C(=O)OC2=CC(=C(C=C2)C(C2=CC=CC=C2)=O)O)C=C1